bis[2-[(hydroxyethyl)amino]-2-(4-hydroxybutoxy)styryl]thiophene-2-carbaldehyde OCCNC1(C(C=CC=2C(=C(SC2)C=O)C=CC2C(C=CC=C2)(NCCO)OCCCCO)C=CC=C1)OCCCCO